OC=1C=C(C=CC1)C1=CN=CC(=N1)C=1C=C(C=CC1)NC(C)=O N-[3-[6-(3-hydroxyphenyl)pyrazin-2-yl]phenyl]acetamide